2-((isopropylamino)methyl)-6-(3-(1-(4-methyl-4H-1,2,4-triazol-3-yl)cyclobutyl)phenyl)-4-(trifluoromethyl)-1,6-dihydro-7H-pyrrolo[2,3-c]pyridin-7-one C(C)(C)NCC1=CC2=C(C(N(C=C2C(F)(F)F)C2=CC(=CC=C2)C2(CCC2)C2=NN=CN2C)=O)N1